5alpha-Androstane-3beta,17alpha-diol monosulfate S(=O)(=O)(O)O.C[C@@]12[C@@H](CC[C@H]1[C@@H]1CC[C@H]3C[C@H](CC[C@]3(C)[C@H]1CC2)O)O